C(C)(C)(C)OC(=O)N1C(CCCC1)C(N[C@H](C(=O)NCC1=C(C=CC(=C1)Cl)N1N=NN=C1)C)=O 2-(((S)-1-((5-chloro-2-(1H-tetrazol-1-yl)benzyl)amino)-1-oxopropan-2-yl)carbamoyl)piperidine-1-carboxylic acid tert-butyl ester